N[C@H]1[C@H]2CC[C@@H](C1)N2C=2N(C(C1=C(N2)NC=C1C1=CC=C2C=CC(=NC2=C1Cl)N(C)C)=O)C 2-[(1R,2R,4S)-2-amino-7-azabicyclo[2.2.1]heptan-7-yl]-5-[8-chloro-2-(dimethylamino)quinolin-7-yl]-3-methyl-3H,4H,7H-pyrrolo[2,3-d]pyrimidin-4-one